6-(dibromomethyl)-2-chloronicotinate BrC(C1=NC(=C(C(=O)[O-])C=C1)Cl)Br